FC1=C(C=CC(=C1)S(=O)(=N)C)C1=NN2C(OCCC2)=C1C(=O)O 2-[2-Fluoro-4-(methylsulfonimidoyl)phenyl]-6,7-dihydro-5H-pyrazolo[5,1-b][1,3]oxazine-3-carboxylic acid